ClC1=CC=C2C(=CNC2=C1Cl)\C=C/1\C(N(C(N1)=O)CC1=CC(=C(C=C1)F)F)=O (Z)-5-((6,7-dichloro-1H-indol-3-yl)methylene)-3-(3,4-difluorobenzyl)imidazolidine-2,4-dione